COC1=C(C(=O)P(CC(CC(C)(C)C)C)(C(C2=C(C=CC=C2OC)OC)=O)=O)C(=CC=C1)OC bis(2,6-dimethoxybenzoyl)2,4,4-trimethylpentylphosphine oxide